[1-[4-[methyl(tetra-hydropyran-4-yl)amino]-5-oxido-6,7-dihydro-thieno[3,2-d]pyrimidin-5-ium-2-yl]azetidin-3-yl] 4-(methylsulfamoyl)-benzoate CNS(=O)(=O)C1=CC=C(C(=O)OC2CN(C2)C=2N=C(C3=C(N2)CC[S+]3[O-])N(C3CCOCC3)C)C=C1